FC(C1=CC=C(C=C1)C1=NOC(=N1)NC(C1=CC=C(C=C1)SC(F)(F)F)=O)(F)F N-(3-(4-(trifluoromethyl)phenyl)-1,2,4-oxadiazol-5-yl)-4-((trifluoromethyl)thio)benzamide